CC1N(C(CC(C1)(OC1=CC=CC=C1)C)C)C(=O)OC(C)(C)C tert-butyl 2,4,6-trimethyl-4-phenoxypiperidine-1-carboxylate